(S)-4-(1-(1-(3-(trifluoromethyl)benzyl)-3-vinyl-1H-indole-2-carboxamido)ethyl)benzoic acid FC(C=1C=C(CN2C(=C(C3=CC=CC=C23)C=C)C(=O)N[C@@H](C)C2=CC=C(C(=O)O)C=C2)C=CC1)(F)F